N-phenyl-N'-isopropyl-p-phenylene-diamine C1(=CC=CC=C1)NC1=CC=C(C=C1)NC(C)C